4,4'-[1-[4-[1-[4-hydroxy-3,5-bis(methoxymethyl)phenyl]-1-methylethyl]phenyl]ethylene]bis[2,6-bis(methoxymethyl)phenol] OC1=C(C=C(C=C1COC)C(C)(C)C1=CC=C(C=C1)C(CC1=CC(=C(C(=C1)COC)O)COC)C1=CC(=C(C(=C1)COC)O)COC)COC